C(C1=CC=CC=C1)NC(=O)C12C(C3C(C(N1)=O)C(CN3CC(C)C)C2)CCC(C)C N-benzyl-1-isobutyl-7-isopentyl-4-oxooctahydro-6H-3,6-methanopyrrolo[3,2-c]pyridine-6-carboxamide